O[C@@H]1C[C@@H](CC[C@H]1C)NC1=CC(=NC=C1C(=O)N)NC1CC(CC1)O 4-(((1R,3R,4R)-3-hydroxy-4-methylcyclohexyl)amino)-6-((3-hydroxycyclopentyl)amino)nicotinamide